C(=C\C=C/C=CCCCCC=CCC)/O trans-3-cis-8-cis-11-tetradecenetrienol